5-bromo-1-(cyclopropylmethyl)pyrimidin-2-amine BrC=1C=NC(N(C1)CC1CC1)N